2,4-thiazole C=1SC=NC1